1,2-dibenzyloxycyclopentane C(C1=CC=CC=C1)OC1C(CCC1)OCC1=CC=CC=C1